N-(2-chloro-4-cyanobenzyl)-5-hydroxy-2-(piperazin-1-yl)-1,7-naphthyridine-6-carboxamide ClC1=C(CNC(=O)C=2C(=C3C=CC(=NC3=CN2)N2CCNCC2)O)C=CC(=C1)C#N